ClC1=C2N=CN(C2=NC=N1)[C@@H]1C=C([C@H]2OC(O[C@H]21)(C)C)CO ((3AS,4R,6aR)-4-(6-chloro-9H-purin-9-yl)-2,2-dimethyl-3a,6a-dihydro-4H-cyclopenta[d][1,3]dioxol-6-yl)methanol